Difluorenylmethyl-4-N-benzoyl-2'-O-(tert-butyldimethylsilyl)-3'-deoxy-3',4'-didehydrocytidine-5'-phosphate P(=O)(O)(O)OCC1=C[C@H]([C@@](O1)(N1C(=O)N=C(NC(C2=CC=CC=C2)=O)C=C1)C(C1=CC=CC=2C3=CC=CC=C3CC12)C1=CC=CC=2C3=CC=CC=C3CC12)O[Si](C)(C)C(C)(C)C